5-ethyl-2-methoxy-6-(4-(4-methylpiperazin-1-yl)piperidin-1-yl)pyridin-3-amine C(C)C=1C=C(C(=NC1N1CCC(CC1)N1CCN(CC1)C)OC)N